(4S)-8-{4-[(dimethylamino)methyl]-2-methylphenyl}-5-{[(5-fluoro-2,3-dihydro-1-benzofuran-4-yl)methyl]amino}imidazo[1,2-c]pyrimidine-2-carbonitrile CN(C)CC1=CC(=C(C=C1)C=1C=2N(C(=NC1)NCC1=C(C=CC3=C1CCO3)F)C=C(N2)C#N)C